N1=CC=C(C=C1)OCC1=CC=C(OC2CN(C2)C=2C(=C(C(=O)O)C=CC2)N2C=CC=C2)C=C1 3-(3-(4-((pyridin-4-yloxy)methyl)phenoxy)azetidin-1-yl)-2-(1H-pyrrol-1-yl)benzoic acid